Calcium-Strontium [Sr].[Ca]